tert-butyl 4-(6-bromo-1-oxo-2,7-naphthyridin-2(1H)-yl)piperidine-1-carboxylate BrC=1C=C2C=CN(C(C2=CN1)=O)C1CCN(CC1)C(=O)OC(C)(C)C